C1=C(C=CC2=CC=CC=C12)CC1OCC(CO1)=O 2-[(naphthalen-2-yl)methyl]-1,3-dioxan-5-one